CC1(OC2=C(C=C1)C(=CC(=C2)OS(=O)(=O)C2=CC=C(C)C=C2)OC)C 2,2-dimethyl-5-methoxy-7-(p-toluenesulfonyloxy)-2H-benzopyran